methylbenzyl(methyl)carbamate COC(N(C)CC1=CC=CC=C1)=O